FC(S(=O)(=O)NCCCC1=C(C=C(C=C1C#C[Si](C(C)C)(C(C)C)C(C)C)Cl)Cl)(F)F trifluoromethanesulfonyl-(3-(2,4-dichloro-6-((triisopropylsilyl)ethynyl)phenyl))propylamine